(5aR,5bS,7aS,10aS,10bR)-2-(4-carboxyphenyl)-5a,7a-dimethyl-4,5,5a,5b,6,7,7a,9,10,10a,10b,11,12,12a-tetradecahydro-8H-cyclopenta[7,8]phenanthro[2,1-d]thiazol-8-one C(=O)(O)C1=CC=C(C=C1)C=1SC2=C(N1)CC[C@@]1([C@H]3CC[C@]4([C@H]([C@@H]3CCC12)CCC4=O)C)C